1-[[5-[5-(Difluoromethyl)-1,3,4-oxadiazol-2-yl]pyrimidin-2-yl]methyl]-3,4-dihydro-1H-benzo[c][1,2]thiazine-2,2-dioxide FC(C1=NN=C(O1)C=1C=NC(=NC1)CN1S(CCC2=C1C=CC=C2)(=O)=O)F